Benzyl (2S)-2-(hydroxymethyl)morpholine-4-carboxylate HCl Cl.OC[C@@H]1CN(CCO1)C(=O)OCC1=CC=CC=C1